FC(C(=O)O)(F)F.C(=C)OC([C@@H](N)C)=O Alanine vinyl ester trifluoroacetate salt